bis[3-(triethoxysilyl)-propyl] tetrasulfide C(C)O[Si](CCCSSSSCCC[Si](OCC)(OCC)OCC)(OCC)OCC